ClC1=CC=C(S1)COC1=C(C(=NN1C(C1=C(C=CC=C1)OC)=O)C1C(N(CCN1)C(CN1CCOCC1)=O)C(F)(F)F)C 1-(3-{5-[(5-chlorothiophen-2-yl)methoxy]-1-(2-methoxybenzoyl)-4-methyl-1H-pyrazol-3-yl}-2-(trifluoromethyl)piperazin-1-yl)-2-(morpholin-4-yl)ethan-1-one